Cl.CN(CCC)C N,N-dimethyl-propan-1-amine hydrochloride